C1(CC1)C(O)C=1N(C2=CC=C(C=C2C1)F)S(=O)(=O)C1=CC=C(C)C=C1 Cyclopropyl-(5-fluoro-1-tosyl-1H-indol-2-yl)methanol